(R)-tert-butyl (1-(2-(1-ethyl-1H-indol-2-yl)-1-methyl-7-(pyridin-3-yl)-1H-benzo[d]imidazole-5-carbonyl)piperidin-3-yl)carbamate C(C)N1C(=CC2=CC=CC=C12)C1=NC2=C(N1C)C(=CC(=C2)C(=O)N2C[C@@H](CCC2)NC(OC(C)(C)C)=O)C=2C=NC=CC2